CC1=CC=C(S1)CN(C(COC1=CC=C(C=C1)C)=O)C1=CC=CC=C1 N-((5-methylthiophene-2-yl)methyl)-N-phenyl-2-(p-tolyloxy)acetamide